C(N)(=O)[C@@H]1CN(CC1)C(CN1C(=NC2=C3CC[C@@H](NC3=CC=C21)C)CCN2C(C=CC=C2)=O)=O (7S)-3-{2-[(3S)-3-Carbamoylpyrrolidin-1-yl]-2-oxoethyl}-7-methyl-2-[2-(2-oxo-1,2-dihydropyridin-1-yl)ethyl]-3H,6H,7H,8H,9H-imidazo[4,5-f]chinolin